C1(=CC=CC=C1)ON([PH2]=O)C1=CC=CC=C1 Diphenyl-phosphinylhydroxylamine